C(C)OC(C[C@@H](CC1=CC=CC=C1)NC1CC1)=O R-3-(cyclopropylamino)-4-phenylbutyric acid ethyl ester